BrC=1C(=C(C(=O)OC2=C(C(=C(C(=O)OC3=C(C(=C(C(=O)O)C(=C3C)C)C)C)C(=C2)C)C)C)C(=C(C1OC(=O)C1(C(=CC(C=C1C)=O)C)O)C)C)O 4-((4-((3-bromo-2-hydroxy-4-((1-hydroxy-2,6-dimethyl-4-oxocyclohexa-2,5-diene-1-carbonyl)oxy)-5,6-dimethylbenzoyl)oxy)-2,3,6-trimethylbenzoyl)oxy)-2,3,5,6-tetramethylbenzoic acid